6-[(3-fluoroazetidin-1-yl)methyl]-4-(trifluoromethyl)-2,3-dihydro-1H-isoindol-1-one FC1CN(C1)CC1=CC(=C2CNC(C2=C1)=O)C(F)(F)F